OCCSSCCC(=O)OCCCCCCCCC nonyl 3-((2-hydroxyethyl)disulfanyl)propanoate